COC1=C(C=CC(=C1)[N+](=O)[O-])N=C=O 2-Methoxy-4-nitrophenylisocyanat